C(C)(=O)N1CC2(C1)N(C(CN(C2=O)C2=NC=C(C#N)C=C2F)=O)CC2=CC=C(C=C2)C(F)(F)F 6-(2-acetyl-6,9-dioxo-5-(4-(trifluoromethyl)benzyl)-2,5,8-triazaspiro[3.5]nonan-8-yl)-5-fluoronicotinonitrile